4-bromo-1-(2-(t-butyldimethylsilyloxy)ethyl)pyrazole BrC=1C=NN(C1)CCO[Si](C)(C)C(C)(C)C